Bis(6-methyl-2,4-heptanedione) nickel (II) [Ni+2].CC(CC(CC(C)=O)=O)C.CC(CC(CC(C)=O)=O)C